CCCCC/C=C\\C/C=C\\CCCCCCCCCC(=O)NCCO The molecule is a fatty amide obtained by the formal condensation of (11Z,14Z)-eicosadienoic acid with ethanolamine. It has a role as a metabolite. It is a N-acylethanolamine, a fatty amide and a N-(polyunsaturated fatty acyl)ethanolamine. It derives from an (11Z,14Z)-icosadienoic acid.